2-Amino-7-fluoro-4-(5-fluoro-3-((R)-7-(isopropylamino)-5-azaspiro[2.4]heptan-5-yl)-7,9-dihydrofuro[3,4-f]quinazolin-6-yl)thieno[3,2-c]pyridine-3-carbonitrile NC1=C(C=2C(=NC=C(C2S1)F)C=1C2=C(C=3C=NC(=NC3C1F)N1CC3(CC3)[C@H](C1)NC(C)C)COC2)C#N